ClC1=CC=CC=2CC(C12)C(C(NC1=CC=C2C(=C1)NC(C21CCOCC1)=O)=O)NC(=O)C=1N(N=CC1)C N-{1-(5-Chloro-7-bicyclo-[4.2.0]octa-1(6),2,4-trienyl)-2-oxo-2-[(2-oxospiro[indoline-3,4'-tetrahydropyran]-6-yl)-amino]ethyl}-2-methylpyrazole-3-carboxamide